2,5-dinitrobenzoyl chloride [N+](=O)([O-])C1=C(C(=O)Cl)C=C(C=C1)[N+](=O)[O-]